1-(4-((4-(4,4-Dimethylpiperidin-1-yl)phenyl)amino)benzyl)urea CC1(CCN(CC1)C1=CC=C(C=C1)NC1=CC=C(CNC(=O)N)C=C1)C